OC1=CC=CC2=NC3=CC=CC=C3N=C12 1-Hydroxy-phenazine